C1(CC1)[C@@H]1C[C@H](C1)C(=O)NC1=CC(=C(C=C1)C)C1=NN(C=N1)C trans-3-cyclopropyl-N-(4-methyl-3-(1-methyl-1H-1,2,4-triazol-3-yl)phenyl)cyclobutane-1-carboxamide